C1(NCC2C1CCC2)C(=O)O octahydrocyclopenta[c]pyrrole-1-carboxylic acid